dodecaazaisooctacosane NNNNNNNNNNNNCCCCCCCCCCCCCC(C)C